C(C)(C)(C)OC(=O)N1C(CCCC1)COS(=O)(=O)C1=CC=C(C)C=C1 ((tosyloxy)methyl)piperidine-1-carboxylic acid tert-butyl ester